C(C1=CC=CC=C1)OCC1=NN(C(N1CC)=O)C=1N(C(C2=CC=CC=C2C1C1(CC1)C)=O)C1=C(C=CC=C1F)Cl (3-((benzyloxy)methyl)-4-ethyl-5-oxo-4,5-dihydro-1H-1,2,4-triazol-1-yl)-2-(2-chloro-6-fluorophenyl)-4-(1-methylcyclopropyl)isoquinolin-1(2H)-one